ClC=1C=C(C(=O)N2CCC(CC2)N2CC(C2)(N2N=CC(=C2)C=2C3=C(N=CN2)NC=C3)CC#N)C=CC1 {1-[1-(3-chlorobenzoyl)piperidin-4-yl]-3-[4-(7H-pyrrolo[2,3-d]pyrimidin-4-yl)-1H-pyrazol-1-yl]azetidin-3-yl}acetonitrile